N1=C(C=CC=C1)C1=NNC=C1C1=CC(=NC=C1)C1=CC=C(C(=O)O)C=C1 4-[4-(3-pyridin-2-yl-1H-pyrazol-4-yl)pyridin-2-yl]benzoic acid